Ethyl (E)-3-(5-methoxyquinolin-7-yl)acrylate COC1=C2C=CC=NC2=CC(=C1)/C=C/C(=O)OCC